6-amino-7-bromo-1-[(1S)-1-(5-chloro-2-fluorophenyl)ethyl]quinoxalin-2-one NC=1C=C2N=CC(N(C2=CC1Br)[C@@H](C)C1=C(C=CC(=C1)Cl)F)=O